OC(C)CC 2-Hydroxybutane